4-(3-trifluoromethylphenoxy)-2-(4-trifluoromethylphenyl)-pyrimidine FC(C=1C=C(OC2=NC(=NC=C2)C2=CC=C(C=C2)C(F)(F)F)C=CC1)(F)F